N-methyl-N-propylhydroxylamine CN(O)CCC